OC1=NC=CC(=C1F)C(F)(F)F 2-hydroxy-3-fluoro-4-trifluoromethylpyridine